S(=O)(=O)(ON1C2C=C(CN(C1=O)C2)N2N=CC(=C2)OC)[O-].[Na+] sodium [7-oxo-3-(4-methoxypyrazol-1-yl)-1,6-diazabicyclo[3.2.1]oct-3-en-6-yl] sulfate